(E)-6-(6-(difluoromethoxy)-2-methoxypyridin-3-yl)-N'-((2-fluoro-5-methoxypyridin-3-yl)methylene)pyrazine-2-carbohydrazide FC(OC1=CC=C(C(=N1)OC)C1=CN=CC(=N1)C(=O)N/N=C/C=1C(=NC=C(C1)OC)F)F